OC=1C=CC(=NC1)NC(=O)C1=CC=C(C=C1)C1=CC=CC=C1 N-(5-hydroxy-pyridin-2-yl)-(1,1'-biphenyl)-4-carboxamide